ClC=1C(=NC(=NC1)NC1=NN(N=C1)C)C=1C=C2C(=NC1)CN(C2=O)C(C(=O)N[C@H]([C@H](CC)O)C2=CC(=CC(=C2)OC)F)C 2-(3-{5-chloro-2-[(2-methyl-2H-1,2,3-triazol-4-yl)amino]pyrimidin-4-yl}-5-oxo-5H,6H,7H-pyrrolo[3,4-b]pyridin-6-yl)-N-[(1S,2S)-1-(3-fluoro-5-methoxyphenyl)-2-hydroxybutyl]propionamide